benzyl 2-oxa-3-azabicyclo[2.2.2]oct-5-ene-3-carboxylate C12ON(C(C=C1)CC2)C(=O)OCC2=CC=CC=C2